(Tetraacetyl-ethylenediamine) C(C)(=O)N(CCN(C(C)=O)C(C)=O)C(C)=O